N1(CCC1)C1=C(C(=NC(=C1)NC1=NNC(=C1)C)CC1(CCN(CC1)CC1=C(C(=CC=C1)Cl)F)C(=O)O)F 4-((4-(azetidin-1-yl)-3-fluoro-6-((5-methyl-1H-pyrazol-3-yl)amino)pyridin-2-yl)methyl)-1-(3-chloro-2-fluorobenzyl)piperidine-4-carboxylic acid